[6-(2-chloro-5-fluorophenyl)-6-hydroxy-2-methyl-8-oxo-3-{[tri(prop-2-yl)silyl]ethynyl}-7,8-dihydro-6H-pyrrolo[4,3-g]indazol-5-yl]-5-fluoro-3-(trifluoromethyl)benzamide ClC1=C(C=C(C=C1)F)C1(NC(C2=C1C(=CC1=C(N(N=C21)C)C#C[Si](C(C)C)(C(C)C)C(C)C)C2=C(C(=O)N)C=C(C=C2C(F)(F)F)F)=O)O